C(C1=CC=CC=C1)OC(=O)N[C@H]1CN(CCC1)C=1C2=C(N=CN1)CN(CC2)C(=O)OC(C)(C)C tert-butyl (R)-4-(3-(((benzyloxy) carbonyl) amino) piperidin-1-yl)-5,8-dihydropyrido[3,4-d]pyrimidine-7(6H)-carboxylate